C(C)N(C1=CC=C(C=C1)N)CC N1,N1-diethylbenzene-1,4-diamine